4-chloro-2,6-bis(2-naphthyl)pyridine ClC1=CC(=NC(=C1)C1=CC2=CC=CC=C2C=C1)C1=CC2=CC=CC=C2C=C1